ClC1=CC=C(N=N1)NC1=CC(=C(C=C1)C1=CN=C(S1)[C@@H]1CC[C@H](CC1)NC(OC(C)C)=O)S(NCC)(=O)=O isopropyl trans-N-[4-[5-[4-[(6-chloropyridazin-3-yl)amino]-2-(ethylsulfamoyl)phenyl]thiazol-2-yl]cyclohexyl]carbamate